tris(2,5-di-tert-butylphenyl) phosphite P(OC1=C(C=CC(=C1)C(C)(C)C)C(C)(C)C)(OC1=C(C=CC(=C1)C(C)(C)C)C(C)(C)C)OC1=C(C=CC(=C1)C(C)(C)C)C(C)(C)C